C(CCCC(=O)OCC(COC(CCCC(=O)OCC\C=C/CCCCC)=O)(CO)CO)(=O)OCC\C=C/CCCCC O5-[2,2-bis(hydroxymethyl)-3-[5-[(Z)-non-3-enoxy]-5-oxo-pentanoyl]oxy-propyl] O1-[(Z)-non-3-enyl] pentanedioate